ClC1=NC=C2C=CC(=NC2=C1)N(C1CCN(CC1)C(=O)OC(C)(C)C)CC=1C=NNC1 tert-butyl 4-[(7-chloro-1,6-naphthyridin-2-yl) (1H-pyrazol-4-ylmethyl)amino]piperidine-1-carboxylate